N1=CC=CC=2CN(CCC12)C(=O)N 7,8-dihydro-1,6-naphthyridine-6(5H)-carboxamide